C(#CCC)C1=NC(=C2N=C(N(C2=N1)[C@@H]1OCC[C@H]1O)C=1OC(=CC1)C)Cl (2R,3R)-2-(2-(but-1-yn-1-yl)-6-chloro-8-(5-methylfuran-2-yl)-9H-purin-9-yl)tetrahydrofuran-3-ol